O=C1N[C@H]2[C@@H](N1)CSC2CCCCC(=O)N 5-((3aS,6aR)-2-oxohexahydro-1H-thieno[3,4-d]imidazol-4-yl)pentanamid